6-((5-nitrothiazol-2-yl)carbamoyl)-[1,1'-biphenyl] [N+](=O)([O-])C1=CN=C(S1)NC(=O)C1=CC=CC=C1C1=CC=CC=C1